FC[C@@H]1CN(C[C@H](C1)NC1=NC=CC(=N1)C=1C(=NC=CC1)OC1=C(C(=C(C(=C1)F)NS(=O)(=O)CC1=CC=CC=C1)F)F)C(=O)OC(C)(C)C tert-Butyl (3S,5S)-3-(fluoromethyl)-5-((4-(2-(2,3,5-trifluoro-4-((phenylmethyl)sulfonamido)phenoxy)pyridin-3-yl)pyrimidin-2-yl)amino)piperidine-1-carboxylate